(R)-3-(7-methyl-1H-benzo[d][1,2,3]triazol-5-yl-1-oxo-1-(4-(piperidin-1-yl)piperidin-1-yl)propan-2-yl)piperidine-1-carboxamide CC1=CC(=CC2=C1NN=N2)CC(C(N2CCC(CC2)N2CCCCC2)=O)[C@@H]2CN(CCC2)C(=O)N